C(C(C)C)[C@@H]1C(N2[C@@H](N(O1)C(\C=C\C1=NC=CC=C1)=O)CN(C([C@@H]2CC(C)C)=O)C2CC1CCC(C2)N1C)=O (3R,6S,9aS)-3,6-diisobutyl-8-(8-methyl-8-azabicyclo[3.2.1]oct-3-yl)-1-((E)-3-(pyridin-2-yl)acryloyl)tetrahydropyrazino[2,1-c][1,2,4]oxadiazine-4,7(3H,6H)-dione